8-(4-methoxyphenyl)-3-methyl-7-(4-((4-(methylsulfonyl)piperidin-1-yl)methyl)phenyl)-1-phenyl-3,6-dihydroimidazo[4,5-d]pyrrolo[2,3-b]pyridin-2(1H)-one COC1=CC=C(C=C1)C1=C(NC2=NC=C3C(=C21)N(C(N3C)=O)C3=CC=CC=C3)C3=CC=C(C=C3)CN3CCC(CC3)S(=O)(=O)C